CC(C)(C)NCC1=CC=CC=C1 N-benzyl-tert-butylamine